CC(C)CC(CC(C=C)C)=O 2,6-dimethyl-7-octen-4-one